C(C)(C)(C)C=1C=C(C=C(C(=O)O)C)C=CC1 meta-tertiary butyl-alpha-methyl-cinnamic acid